Cl.Cl.CN1[C@H]2CNC[C@@H]1CC2 |r| rac-(1R,5S)-8-methyl-3,8-diazabicyclo[3.2.1]octane dihydrochloride